3-(1,3-dioxoisoindolin-2-yl)-2-(4-(methylsulfonyl)phenyl)propanoic acid O=C1N(C(C2=CC=CC=C12)=O)CC(C(=O)O)C1=CC=C(C=C1)S(=O)(=O)C